C1(CCCCCCC1)C(C1=NC2=C(N1)C=CC(=C2F)CC2CCN(CC2)C(=O)OC(C)(C)C)NC(=O)C=2C(=NOC2)C tert-Butyl 4-[(2-{cyclooctyl[(3-methylisoxazole-4-carbonyl)amino]methyl}-4-fluoro-1H-benzimidazol-5-yl)methyl]piperidine-1-carboxylate